COC(C1CCN(CC1)C1=CC=C(C=C1)[C@@H]1[C@@H](OCC2=CC(=CC=C12)O)C1=CC=C(C=C1)C(F)(F)F)OC (3R,4S)-4-(4-(4-(dimethoxymethyl)piperidin-1-yl)phenyl)-3-(4-(trifluoromethyl)phenyl)isochroman-7-ol